5-(7-chloro-8-fluoro-2-((tetrahydro-1H-pyrrolizin-7a(5H)-yl)methoxy)pyrido[4,3-d]pyrimidin-4-yl)-N,N-dimethyl-5,6,7,8-tetrahydro-4H-pyrazolo[1,5-a][1,4]diazepine-2-carboxamide ClC1=C(C=2N=C(N=C(C2C=N1)N1CC=2N(CCC1)N=C(C2)C(=O)N(C)C)OCC21CCCN1CCC2)F